FC(C(=O)O)(F)F.NC1=C2N=C(N(C2=NC=N1)CC1=CC=C(C=C1)F)SC[C@H](N)C(=O)NCCOCCOCCOCCOCCOCCCCCCCl S-(6-amino-9-(4-fluorobenzyl)-9H-purin-8-yl)-N-(21-chloro-3,6,9,12,15-pentaoxahenicos-1-yl)-L-cysteinamide trifluoroacetic acid salt